COCCN1N=CC(=C1C)C1=NC(=CC=C1C(C)=O)N1C=NC2=C1C=CC(=C2)NC=2N=NC(=CC2)C 1-[2-[1-(2-methoxyethyl)-5-methyl-pyrazol-4-yl]-6-[5-[(6-methylpyridazin-3-yl)amino]benzimidazol-1-yl]-3-pyridyl]ethanone